C(C=C)(=O)OC(CCCCCC)CC alpha-ethylheptyl acrylate